5-(3-ethylimidazo[1,2-a]pyrimidin-6-yl)-N-(1-methylpiperidin-4-yl)pyrrolo[2,1-f][1,2,4]triazin-2-amine C(C)C1=CN=C2N1C=C(C=N2)C=2C=CN1N=C(N=CC12)NC1CCN(CC1)C